FC1(CCN(CC1)C1=NC(=CC(=N1)C1=NOC(=C1)C1=C(C=C(C=C1)NS(=O)(=O)CCO)N1CCC2(CC2)CC1)C)F N-(4-(3-(2-(4,4-difluoropiperidin-1-yl)-6-methylpyrimidin-4-yl)isoxazol-5-yl)-3-(6-azaspiro[2.5]octan-6-yl)phenyl)-2-hydroxyethane-1-sulfonamide